3-(((6-chloro-2-(trifluoromethyl)quinolin-4-yl)amino)methyl)-3-(3-fluoropyridin-2-yl)azetidine-1-sulfonamide ClC=1C=C2C(=CC(=NC2=CC1)C(F)(F)F)NCC1(CN(C1)S(=O)(=O)N)C1=NC=CC=C1F